1,3,5-Tris(oxiran-2-ylmethyl)-1,3,5-triazinane-2,4,6-trione O1C(C1)CN1C(N(C(N(C1=O)CC1OC1)=O)CC1OC1)=O